4-[2-[4-[5-methyl-1-[4-(trifluoromethoxy)phenyl]pyrazol-3-yl]cyclohexoxy]ethyl]morpholine CC1=CC(=NN1C1=CC=C(C=C1)OC(F)(F)F)C1CCC(CC1)OCCN1CCOCC1